C(C)(C)(C)OC(=O)N1CCC(CC1)C1=CN(C2=CN=CC=C21)C2=C(C(=O)O)C=C(C=C2)F 2-(3-(1-(tert-butoxycarbonyl)piperidin-4-yl)-1H-pyrrolo[2,3-c]pyridin-1-yl)-5-fluorobenzoic acid